3-(5,5-difluoro-4-hydroxy-3-(methanesulfonyl)-4,5,6,7-tetrahydro-1H-indol-1-yl)-5-fluorobenzonitrile FC1(C(C=2C(=CN(C2CC1)C=1C=C(C#N)C=C(C1)F)S(=O)(=O)C)O)F